1-[(2-methylpyrimidin-4-yl)methyl]-6-[3-(trifluoromethyl)phenyl]-3H-imidazo[4,5-b]pyridin-2-one CC1=NC=CC(=N1)CN1C(NC2=NC=C(C=C21)C2=CC(=CC=C2)C(F)(F)F)=O